4-(1-hydroxy-1-methyl-propyl)-N-[(3S)-5-methyl-4-oxo-2,3-dihydro-1,5-benzoxazepin-3-yl]pyrimidine-2-carboxamide OC(CC)(C)C1=NC(=NC=C1)C(=O)N[C@H]1COC2=C(N(C1=O)C)C=CC=C2